NC1=C(C(=NC=2N1N=C(C2C)C)NCCC2=NC(=CC=C2)CBr)C#N 7-amino-5-((2-(6-(bromomethyl)pyridin-2-yl)ethyl)amino)-2,3-dimethylpyrazolo[1,5-a]pyrimidine-6-carbonitrile